2-((3-chloro-4-fluorophenyl)((3-(trifluoromethyl)benzyl)oxy)methyl)-5-methyl-4-(methylsulfonyl)-1H-imidazole ClC=1C=C(C=CC1F)C(C=1NC(=C(N1)S(=O)(=O)C)C)OCC1=CC(=CC=C1)C(F)(F)F